FC1([C@H](CN(CC1)[C@H](C(=O)NC=1N=CN(C1)CC1=CC(=CC(=C1)F)F)C)C1=CN(C(C=C1)=O)C)F (S)-2-((S)-4,4-difluoro-3-(1-methyl-6-oxo-1,6-dihydropyridin-3-yl)piperidin-1-yl)-N-(1-(3,5-difluorobenzyl)-1H-imidazol-4-yl)propanamide